1-(1',2'-dimethylpropoxy)-1,1,3,3-tetramethyldisiloxane CC(C(C)C)O[Si](O[SiH](C)C)(C)C